ClC1=C(C(=O)C2=CNC=3N=CN=C(C32)NC3CCN(CC3)C(CCCCCCN3CCN(CC3)C=3C=C2C(N(C(C2=CC3)=O)C3C(NC(CC3)=O)=O)=O)=O)C=CC(=C1)OC1=CC=CC=C1 5-(4-(7-(4-((5-(2-chloro-4-phenoxybenzoyl)-7H-pyrrolo[2,3-d]pyrimidin-4-yl)amino)piperidin-1-yl)-7-oxoheptyl)piperazin-1-yl)-2-(2,6-dioxopiperidin-3-yl)isoindoline-1,3-dione